CN(S(=O)(=O)C1=CC=C(C=C1)S(=O)(=O)NC1=C(C(=CC=C1)F)N1CCC2(CCN2C(=O)OCCCC)CC1)C butyl 7-{2-[4-(dimethylsulfamoyl)benzenesulfonamido]-6-fluorophenyl}-1,7-diazaspiro[3.5]nonane-1-carboxylate